C[C@H](C#C)NC(OC(C)(C)C)=O tert-Butyl (R)-but-3-yn-2-ylcarbamate